CN(CCN(C)C)C.ClC1=C2CCN(CC2=CC(=C1C(=O)O)Cl)C(C1=CC=CC=C1)(C1=CC=CC=C1)C1=CC=CC=C1.ClC1=C2CCN(CC2=CC(=C1C(=O)O)Cl)C(C1=CC=CC=C1)(C1=CC=CC=C1)C1=CC=CC=C1 bis(5,7-dichloro-2-trityl-1,2,3,4-tetrahydroisoquinoline-6-formic acid)-tetramethyl-ethylenediamine salt